methyl-bis(3-aminopropyl)amine CN(CCCN)CCCN